BrC(C(=O)NC=1C=C2C(=CN1)N(C=C2)CC2CC2)C 2-bromo-N-(1-(cyclopropylmethyl)-1H-pyrrolo[2,3-c]pyridin-5-yl)propanamide